(2r)-3-hydroxyisovalerylcarnitine OC(CC(=O)C(O)(C[N+](C)(C)C)CC([O-])=O)(C)C